[Cl-].C(C1CO1)[N+](C)(C)C N-glycidyltrimethylammonium chloride